CC1(N(CC1)C=1SC(=C(N1)C=1C(=C(C=CC1)NS(=O)(=O)C1=C(C=CC=C1C(F)(F)F)F)F)C1=NC(=NC=C1)NC1CC2(CS(C2)(=O)=O)C1)C N-(3-(2-(2,2-dimethylazetidin-1-yl)-5-(2-((2,2-dioxido-2-thiaspiro[3.3]heptan-6-yl)amino)pyrimidin-4-yl)thiazol-4-yl)-2-fluorophenyl)-2-fluoro-6-(trifluoromethyl)benzenesulfonamide